N,N'-dipropenyl-2-thiourea C(=CC)NC(=S)NC=CC